CC(C1=CC=CC=C1)SSC1=NC=CC=C1 methyl-α-(2-pyridyldithio)-toluene